(5-bromo-2-((2-methoxy-5-methyl-4-(4-(4-methylpiperazin-1-yl)piperidin-1-yl)phenyl)amino)-5-methylphenyl)dimethylphosphine BrC1(CC=C(C(=C1)P(C)C)NC1=C(C=C(C(=C1)C)N1CCC(CC1)N1CCN(CC1)C)OC)C